ClC1=NC=C2C(=N1)N(N=C2)[C@@H]2CC[C@H](CC2)NC(C)=O trans-N-[4-(6-chloropyrazolo[3,4-d]pyrimidin-1-yl)cyclohexyl]acetamide